4-acryloyl-7-(methoxycarbonyl)-3,4-dihydro-2H-benzo[b]-[1,4]oxazine-2-carboxylic acid C(C=C)(=O)N1C2=C(OC(C1)C(=O)O)C=C(C=C2)C(=O)OC